1-(2-(5-(3-fluoro-4-methylphenyl)-1H-imidazol-2-yl)piperidin-1-yl)-2-(methylthio)propan-1-one FC=1C=C(C=CC1C)C1=CN=C(N1)C1N(CCCC1)C(C(C)SC)=O